Cl.C1(CCCCC1)C(C(=O)NC1CCCCC1)N1C(=NC2=C1C=CC=C2)C2=CC=C(C=C2)S(N)(=O)=O 2,N-dicyclohexyl-2-[2-(4-sulfamoyl-phenyl)-benzimidazol-1-yl]-acetamide hydrogen chloride